CN1C(CN(C2=CC=CC=C12)C1=CC=C(C=C1)C(F)(F)F)CN1C(C2=CC=CC=C2C1=O)=O 2-((1-methyl-4-(4-(trifluoromethyl)phenyl)-1,2,3,4-tetrahydroquinoxalin-2-yl)methyl)isoindoline-1,3-dione